OC1=NC=2N(C=C1OC)N=CC2C(=O)OCC Ethyl 5-hydroxy-6-methoxy-pyrazolo[1,5-a]pyrimidine-3-carboxylate